OCCN1CCN(CC1)CC(CS(=O)(=O)O)O 3-[4-(2-hydroxyethyl)-1-piperazinyl]-2-hydroxypropanesulfonic acid